C(#N)CCC[Si](OCC)(OCC)C 3-cyanopropylmethyldiethoxysilane